[Li+].C(C(=O)[O-])(=O)[O-].[Li+] oxalic acid, lithium salt